4-chloro-3,5-difluoro-1H-indole-2-carboxylic acid ClC1=C2C(=C(NC2=CC=C1F)C(=O)O)F